(1R,2S)-2-{3-[(1,3-dimethyl-1H-pyrazol-4-yl)amino]-1H-indazol-6-yl}-5'-methoxyspiro[cyclopropane-1,3'-indol]-2'(1'H)-one CN1N=C(C(=C1)NC1=NNC2=CC(=CC=C12)[C@@H]1C[C@@]12C(NC1=CC=C(C=C21)OC)=O)C